O1NOC2=C1C=CC(=C2)C(=O)O benzo[d][1,3]dioxazole-5-carboxylic acid